(S)-1-(2-((4-((tert-butyldiphenylsilyl)oxy)pentyl)oxy)-4-nitrophenyl)-4-methylpiperazine [Si](C1=CC=CC=C1)(C1=CC=CC=C1)(C(C)(C)C)O[C@H](CCCOC1=C(C=CC(=C1)[N+](=O)[O-])N1CCN(CC1)C)C